C(#N)C1=NC(=NC(=C1)C)N1CCN(CC1)S(=O)(=O)C=1C=CC2=C(OCCN2C(=O)C=2C=C(C=CC2)CC(=O)O)C1 2-(3-(7-((4-(4-cyano-6-methylpyrimidin-2-yl)piperazin-1-yl)sulfonyl)-3,4-dihydro-2H-benzo[b][1,4]oxazine-4-carbonyl)phenyl)acetic acid